Methyl 5-(benzyloxy)-4-methoxy-2-(4,4,5,5-tetramethyl-1,3,2-dioxaborolan-2-yl)benzoate C(C1=CC=CC=C1)OC=1C(=CC(=C(C(=O)OC)C1)B1OC(C(O1)(C)C)(C)C)OC